N-((1-((5-Chloro-1-methyl-3-(5-methylisoxazol-3-yl)-1H-pyrazol-4-yl)methyl)piperidin-4-yl)methyl)-3-methylbutan-1-amine ClC1=C(C(=NN1C)C1=NOC(=C1)C)CN1CCC(CC1)CNCCC(C)C